2-chloro-4-phenyl-pyrido[2,3-d]pyrimidine ClC=1N=C(C2=C(N1)N=CC=C2)C2=CC=CC=C2